3,5-dimethylbenzylhydrazine hydrochloride Cl.CC=1C=C(CNN)C=C(C1)C